CN(CCCN)C 3-(dimethylamino)propyl-Amine